N-(2,5-difluoro-4-(trifluoromethyl)phenyl)acetamide FC1=C(C=C(C(=C1)C(F)(F)F)F)NC(C)=O